2-fluoro-4-((4,4,5,5-tetramethyl-1,3,2-dioxaborolan-2-yl)phenoxy)-4-methylpyrimidine FC1=NC=CC(N1)(C)OC1=C(C=CC=C1)B1OC(C(O1)(C)C)(C)C